N,N-diisopropylethylamine 2-hydroxyethanesulfonate OCCS(=O)(=O)O.C(C)(C)N(C(C)C)CC